(1R,4R,7R)-2-{2-[6-(4-amino-3-fluorophenyl)-1-(cyclopropylmethyl)-1H-pyrrolo[2,3-b]pyridin-2-yl]-7-methoxy-1-methyl-1H-1,3-benzodiazole-5-carbonyl}-2-azabicyclo[2.2.1]heptan-7-amine NC1=C(C=C(C=C1)C1=CC=C2C(=N1)N(C(=C2)C2=NC1=C(N2C)C(=CC(=C1)C(=O)N1[C@@H]2CC[C@H](C1)[C@H]2N)OC)CC2CC2)F